(methylammonium) titanium [Ti+4].C[NH3+]